ClC=1C=C(C=CC1)C1=CC(=NO1)[C@@H](C)OC=1N(C(=NN1)C1=NC=CC=C1)C |r| [5-[(rac)-1-[5-(3-chlorophenyl)-3-isoxazolyl]ethoxy]-4-methyl-4H-1,2,4-triazol-3-yl]pyridine